CC=1C=C(C=CC1)SC1=C(C=CC=C1)N1CCNCCC1 1-[2-(3-Methylphenylsulfanyl)phenyl]-[1,4]-diazepane